dodecane tetra-hydrochloride Cl.Cl.Cl.Cl.CCCCCCCCCCCC